4,4,5,5-tetramethyl-2-(6-neopentyl-3,6-dihydro-2H-pyran-4-yl)-1,3,2-dioxaborolane CC1(OB(OC1(C)C)C=1CCOC(C1)CC(C)(C)C)C